COC1=CC=C(CN(C(=O)OCCOCCOC(=O)C2=NC(=CC=C2)C(=O)OCCOCCOC(=O)N(CC2=CC=C(C=C2)OC)CC2=CC=C(C=C2)OC)CC2=CC=C(C=C2)OC)C=C1 bis(2-{bis[4-methoxybenzyl]amino carbonyloxyethoxy} ethyl)2,6-pyridinedicarboxylate